C(C1=CC=CC=C1)N(CCCNC(OC(C)(C)C)=O)CCC tert-butyl (3-(benzyl(propyl)amino)propyl)carbamate